(Z)-1-(4-amino-2-fluorobut-2-en-1-yl)-4-(2-methoxy-5-(N-methylsulfamoyl)phenyl)-1H-benzo[d][1,2,3]triazole-6-carboxylic acid methyl ester COC(=O)C=1C=C(C2=C(N(N=N2)C/C(=C/CN)/F)C1)C1=C(C=CC(=C1)S(NC)(=O)=O)OC